(2R,3S,4S)-4-hydroxy-2-(4-methoxybenzyl)pyrrolidin-3-yl (((S)-pyrrolidin-3-yl)methyl)carbamate N1C[C@H](CC1)CNC(O[C@H]1[C@H](NC[C@@H]1O)CC1=CC=C(C=C1)OC)=O